1-[4-(piperazin-1-yl)-3-(trifluoromethyl)phenyl]-9-(quinolin-3-yl)-1H,2H-benzo[h]1,6-naphthyridin-2-one N1(CCNCC1)C1=C(C=C(C=C1)N1C(C=CC2=CN=C3C(=C12)C=C(C=C3)C=3C=NC1=CC=CC=C1C3)=O)C(F)(F)F